1-(cis-3-hydroxycyclobutyl)-N,N-dimethyl-1H-pyrazole-5-carboxamide O[C@H]1C[C@H](C1)N1N=CC=C1C(=O)N(C)C